Cl.BrC1=C(C=C(C=C1)C(CCC)=O)F (4-bromo-3-fluorophenyl)butan-1-one hydrochloride